ethyl (E)-3-(3-bromo-4-fluorophenyl)acrylate BrC=1C=C(C=CC1F)/C=C/C(=O)OCC